O=C1NC2CCC(N1C2)C(=O)O 7-oxo-1,6-diazabicyclo[3.2.1]octane-2-carboxylic acid